COC=1C=C(C=CC1OC)C1=NC2=C(N1)C=CC(=C2)N 2-(3,4-dimethoxyphenyl)-1H-benzo[d]imidazol-5-amine